2-(4-(benzo[d]oxazol-2-yl)-5-methoxy-1-methyl-6-oxo-1,6-dihydropyrimidin-2-yl)-1-(pyridin-3-yl)-1,2,3,4-tetrahydroisoquinoline-7-carboxylic acid O1C(=NC2=C1C=CC=C2)C=2N=C(N(C(C2OC)=O)C)N2C(C1=CC(=CC=C1CC2)C(=O)O)C=2C=NC=CC2